(S)-tert-Butyl (1-oxo-3-phenyl-1-((4-(1-(phenylsulfonyl)-1H-pyrrolo[2,3-b]pyridin-4-yl)phenyl)amino)propan-2-yl)carbamate O=C([C@H](CC1=CC=CC=C1)NC(OC(C)(C)C)=O)NC1=CC=C(C=C1)C1=C2C(=NC=C1)N(C=C2)S(=O)(=O)C2=CC=CC=C2